2-(2-chloro-4-(6-((4-cyano-2-fluorobenzyl)oxy)-5-fluoropyridin-2-yl)-5-fluorobenzyl)-1-(4,4-dimethyltetrahydrofuran-3-yl)-4-fluoro-1H-benzo[d]imidazole-6-carboxylic acid ClC1=C(CC2=NC3=C(N2C2COCC2(C)C)C=C(C=C3F)C(=O)O)C=C(C(=C1)C1=NC(=C(C=C1)F)OCC1=C(C=C(C=C1)C#N)F)F